2-[2-(1-pyrrolidinyl)ethoxy]ethyl-N-methyl-N-ethyl-amine N1(CCCC1)CCOCCN(CC)C